FC(C(=O)O)(F)F.NC1(CCOCC1)C(=O)N1CCN(CC1)C1=C(C(=C(C(=N1)SC(C(=O)N)C1=CC=CC=C1)C#N)CC)C#N 2-((6-(4-(4-aminotetrahydro-2H-pyran-4-carbonyl)piperazin-1-yl)-3,5-dicyano-4-ethylpyridin-2-yl)sulfanyl)-2-phenylacetamide 2,2,2-trifluoroacetate